C1(CCCC1)O 1-cyclopentanol